C(\C=C/C(=O)O)(=S)O thiomaleinic acid